NC1=C(C(N(C2=CC(=CC=C12)C(F)(F)F)C1=CC=C(C=C1)[C@@H](C)O)=O)C(=O)OC methyl 4-amino-1-(4-(1-(R)-hydroxyethyl) phenyl)-2-oxo-7-(trifluoromethyl)-1,2-dihydroquinoline-3-carboxylate